Cl.COC(=O)C=1C2=C(N(N=C2C=CC1)CC1=CC=C(C=C1)OC)Br 3-bromo-2-(4-methoxybenzyl)-2H-indazole-4-carboxylic acid methyl ester hydrochloride